methyl (E)-3-(3-((1S,2R,4R)-N-((4'-(dimethylamino)-[1,1'-biphenyl]-4-yl)methyl)bicyclo[2.2.1]heptane-2-carboxamido)-5-fluorophenyl)acrylate CN(C1=CC=C(C=C1)C1=CC=C(C=C1)CN(C(=O)[C@H]1[C@H]2CC[C@@H](C1)C2)C=2C=C(C=C(C2)F)/C=C/C(=O)OC)C